N-(4-methylbenzyl)-4-(3-(pyridin-4-ylmethyl)ureido)benzamide CC1=CC=C(CNC(C2=CC=C(C=C2)NC(=O)NCC2=CC=NC=C2)=O)C=C1